4-ethylphthalazin-1(2H)-one C(C)C1=NNC(C2=CC=CC=C12)=O